(3-ethyl-2,6-dioxo-1-propyl-8-(1-(3-(trifluoromethyl)benzyl)-1H-pyrazol-4-yl)-1,2,3,6-tetrahydro-7H-purin-7-yl)methyl 1,3-dioxane-5-carboxylate O1COCC(C1)C(=O)OCN1C(=NC=2N(C(N(C(C12)=O)CCC)=O)CC)C=1C=NN(C1)CC1=CC(=CC=C1)C(F)(F)F